[N+](#[C-])C(C(=O)OCC)C ethyl alpha-isocyanopropionate